COC(=O)C12N(CC(C1)(C2)COC)C(=O)OC(C)(C)C Boc-4-methoxymethyl-2-azabicyclo[2.1.1]Hexane-1-carboxylic acid methyl ester